N-[(4S,5S)-4-(4-fluorophenyl)-3,7-dimethyl-6-oxo-1-propyl-1H,4H,5H,6H,7H-pyrazolo[3,4-b]pyridin-5-yl]-3-methylbenzamide FC1=CC=C(C=C1)[C@H]1C2=C(N(C([C@H]1NC(C1=CC(=CC=C1)C)=O)=O)C)N(N=C2C)CCC